NC1(OC1)CCOCC1=CC=CC=C1 amino-2-[benzyloxy-ethyl]oxirane